ClC1=CC=C2C(=CCN(C2=C1)CC=1C=C2CN(C(C2=CC1)=O)C1C(NC(CC1)=O)=O)O 7-Chloro-N-((2-(2,6-dioxopiperidin-3-yl)-1-oxoisoindolin-5-yl)methyl)-4-hydroxyquinoline